C(C)(=O)N[C@H]1C(O)O[C@@H]([C@H]([C@@H]1O)O)CO 2-(acetylamino)-2-deoxy-D-Glucopyranose